ClC1=CC=C2C(=N1)SC(=C2)C(=O)NC2=CC1=CN(N=C1C(=C2)F)C 6-chloro-N-(7-fluoro-2-methyl-indazol-5-yl)thieno[2,3-b]pyridine-2-carboxamide